C[Si](OCCC)(OCCC)OCCC Methyltripropoxy-silan